N-(4-(difluoromethoxy)phenyl)-5-fluoro-4-methoxy-N-(1-(5-(methylsulfonyl)pyrimidin-2-yl)piperidin-4-yl)pyridin-3-amine FC(OC1=CC=C(C=C1)N(C=1C=NC=C(C1OC)F)C1CCN(CC1)C1=NC=C(C=N1)S(=O)(=O)C)F